NC1=C2C(=NC=N1)N(N=C2C2=CC=C(C=C2)O)CC2=NC1=CC=CC(=C1C(N2CC2=C(C=CC=C2)Cl)=O)C#CCCCC(=O)N2CCC(CC2)N(C)C 2-((4-Amino-3-(4-hydroxyphenyl)-1H-pyrazolo[3,4-d]pyrimidin-1-yl)methyl)-3-(2-chlorobenzyl)-5-(6-(4-(dimethylamino)piperidin-1-yl)-6-oxohex-1-ynyl)quinazolin-4(3H)-one